3-{[1,3-dihydroxy-2-(hydroxymethyl)propan-2-yl]amino}propane-2-sulfonic acid OCC(CO)(CO)NCC(C)S(=O)(=O)O